COC1=CC=C(C=N1)C(C(C(=O)OC)(C)C)NC(=O)C1CC(C1)CCC1=NC=2NCCCC2C=C1 methyl 3-(6-methoxypyridin-3-yl)-2,2-dimethyl-3-(3-(2-(5,6,7,8-tetrahydro-1,8-naphthyridin-2-yl)ethyl)cyclobutanecarboxamido)propanoate